3-((3,5-dichlorobenzylidene)amino)-coumarin ClC=1C=C(C=NC=2C(OC3=CC=CC=C3C2)=O)C=C(C1)Cl